(P)-1-(4-bromo-5-chloro-2-methoxyphenyl)-N-(4-methoxybenzyl)-2-oxo-N-(pyridazin-3-yl)-1,2-dihydroquinoline-6-sulfonamide BrC1=CC(=C(C=C1Cl)N1C(C=CC2=CC(=CC=C12)S(=O)(=O)N(C=1N=NC=CC1)CC1=CC=C(C=C1)OC)=O)OC